2-((R)-3-methyl-2,3-dihydropyrrolo[3',2':5,6]pyrido[2,3-b][1,4]oxazin-1(6H)-yl)benzamide zirconium iron titanium [Ti].[Fe].[Zr].C[C@@H]1CN(C2=C(O1)N=C1C(=C2)C=CN1)C1=C(C(=O)N)C=CC=C1